C(CCCCC(=O)OC1CCCCC1)(=S)OC1CCCCC1 dicyclohexyl thioadipate